NCC(C)N(C1=NC(N2C(C3=CC(=C(C=C3CC2)OC)OC)=C1)=O)S(=O)(=O)C 2-((1-aminopropan-2-yl)(methylsulfonyl)amino)-9,10-dimethoxy-6,7-dihydro-4H-pyrimido[6,1-a]isoquinolin-4-one